1-(1-[4-[(tert-butyldimethylsilyl)oxy]phenyl]ethyl)-4-(4,4,5,5-tetramethyl-1,3,2-dioxaborolan-2-yl)-1H-pyrazole [Si](C)(C)(C(C)(C)C)OC1=CC=C(C=C1)C(C)N1N=CC(=C1)B1OC(C(O1)(C)C)(C)C